C(C)(C)C1(C=CC=C1)[Ti](OC)(OC)OC (isopropylcyclopentadienyl)tris(methoxy)titanium